3,3-dimethyl-2-methylene-4-oxo-4-(1-(4-(trifluoromethyl)phenyl)cyclobutoxy)butanoic acid CC(C(C(=O)O)=C)(C(OC1(CCC1)C1=CC=C(C=C1)C(F)(F)F)=O)C